tert-butyl 3-(6-fluoro-1-benzofuran-3-yl)-5,6-dihydro-2H-pyridine-1-carboxylate FC1=CC2=C(C(=CO2)C=2CN(CCC2)C(=O)OC(C)(C)C)C=C1